C1=C(C=CC2=CC=CC=C12)C1=CC=C(C=C1)C1=C(C=CC=C1N)C1=CC=CC=C1 4-(2-naphthyl)phenyl-(3-biphenyl)-amine